(2-(2H-1,2,3-triazol-2-yl)phenyl)(4-((6-(1-hydroxyethyl)pyridin-2-yl)amino)azepan-1-yl)methanone N=1N(N=CC1)C1=C(C=CC=C1)C(=O)N1CCC(CCC1)NC1=NC(=CC=C1)C(C)O